BrC1=NN2C(CN(CC2)C)=C1 2-bromo-5-methyl-4,5,6,7-tetrahydropyrazolo[1,5-a]pyrazine